Cl.FC(C1=CC(=NC2=C(C=C(C=C12)C1=NC(=NC=C1F)NC1=NC=C(C=C1)N1CCN(CC1)CC)F)C)F 4-(4-(Difluoromethyl)-8-fluoro-2-methylquinolin-6-yl)-N-(5-(4-ethylpiperazin-1-yl)pyridin-2-yl)-5-fluoropyrimidin-2-amine hydrochloride